1-(2-(ethyl-n-propylamino)ethyl)-8,9-dihydropyrano[3,2-e]indole C(C)N(CCC1=CNC=2C=CC3=C(C12)CCCO3)CCC